P(=O)(O)(O)OC[C@@H]1[C@H]([C@H]([C@@H](O1)[15N]1C=NC=2C(=O)NC(N)=NC12)O)O guanosine-15N 5'-monophosphate